4-(benzo[d][1,3]dioxol-4-yl)-N-(5-(4-cyanophenyl)thiazolo[5,4-b]pyridin-2-yl)-6-methylnicotinamide O1COC2=C1C=CC=C2C2=CC(=NC=C2C(=O)NC=2SC1=NC(=CC=C1N2)C2=CC=C(C=C2)C#N)C